Hydromorphone dodecanate C(CCCCCCCCCCC)(=O)OC=1C=CC=2C[C@@H]3[C@@H]4CCC([C@H]5[C@@]4(C2C1O5)CCN3C)=O